C(#N)C=1C=C(C=CC1F)NC(=O)N1CC=2N(C[C@@H]1C)N=NC2C(=O)N[C@@H](C(F)(F)F)C (S)-N5-(3-Cyano-4-fluorophenyl)-6-methyl-N3-((R)-1,1,1-trifluoropropan-2-yl)-6,7-dihydro-[1,2,3]triazolo[1,5-a]pyrazine-3,5(4H)-dicarboxamide